ClC=1C(N(N=CC1C1=NN(C=C1)C)CC1=NC(=NO1)CCC1=CC=C(C=C1)Cl)=O 4-chloro-2-((3-(4-chlorophenethyl)-1,2,4-oxadiazol-5-yl)methyl)-5-(1-methyl-1H-pyrazol-3-yl)pyridazin-3(2H)-one